12-(2-fluorobenzyl)-9,15-bis((R)-1-hydroxyethyl)-18-(hydroxymethyl)-12-methyl-1,4,7,10,13,16,19-heptaoxo-2,5,8,11,14,17,20-heptaazatricosan-23-oate FC1=C(CC(NC(C(NC(CNC(CNC=O)=O)=O)[C@@H](C)O)=O)(C(NC(C(NC(C(NCCC(=O)[O-])=O)CO)=O)[C@@H](C)O)=O)C)C=CC=C1